Cl.CC1(OC[C@H](O1)CN)C |r| Rac-(2,2-dimethyl-1,3-dioxolan-4-yl)methylamine HCl